BrC1=C(C(=NN1C)C1=CC=CC=C1)C=O 5-BROMO-1-METHYL-3-PHENYL-1H-PYRAZOLE-4-CARBOXALDEHYDE